N1=C(C=CC=C1)C(=O)O\C=C(\OCC)/C methyl-[(E)-2-ethoxyvinyl] pyridine-2-carboxylate